[C@@H]1([C@H](O)[C@@H](O)[C@H](O)[C@H](O1)CO)OC1=NNC(=C1CC1=CC=C(C=C1)SC)C 3-(β-D-glucopyranosyloxy)-5-methyl-4-[(4-methylsulfanylphenyl)methyl]-1H-pyrazole